5-Ethyl-2-[3-methyl-6-[1-(1-methyl-4-prop-1-en-2-ylcyclohex-2-en-1-yl)oxyethenyl]cyclohex-2-en-1-yl]benzene-1,3-diol C(C)C=1C=C(C(=C(C1)O)C1C=C(CCC1C(=C)OC1(C=CC(CC1)C(=C)C)C)C)O